FC1=CC=2N(C=C1C1CCN(CC1)C(=O)OC(C)(C)C)N=CN2 tert-Butyl 4-(7-fluoro-[1,2,4]triazolo[1,5-a]pyridin-6-yl)piperidine-1-carboxylate